C(C)(C)(C)OC(CN1C(C2=CC(=CC(=C2C1)F)C1=NC(=NC=C1Cl)Cl)=O)=O 2-[6-(2,5-dichloropyrimidin-4-yl)-4-fluoro-1-oxo-2,3-dihydro-1H-isoindol-2-yl]acetic acid tert-butyl ester